2-(4-((3-chloropyridin-2-yl)methyl)piperazin-1-yl)-6-fluoro-4-isobutylbenzonitrile ClC=1C(=NC=CC1)CN1CCN(CC1)C1=C(C#N)C(=CC(=C1)CC(C)C)F